CC1=CC=CC(=N1)C1=C(N=CN1)C=1C=C2C=C(C=NC2=CC1)C1=CC[C@H](CC1)NC(=O)[C@@H]1NCCC1 (2R)-N-[(1S)-4-[6-[5-(6-methyl-2-pyridyl)-1H-imidazol-4-yl]-3-quinolyl]cyclohex-3-en-1-yl]pyrrolidine-2-carboxamide